3-cyclopropyl-N-[(4-methoxyphenyl)methyl]-N-methyl-4-(3-methyl-4-methylsulfonyl-phenyl)-1H-indazole-5-sulfonamide C1(CC1)C1=NNC2=CC=C(C(=C12)C1=CC(=C(C=C1)S(=O)(=O)C)C)S(=O)(=O)N(C)CC1=CC=C(C=C1)OC